Neooctanoat C(CCCC(C)(C)C)(=O)[O-]